2-(propan-2-yl)-2-azaspiro[3.3]heptane CC(C)N1CC2(C1)CCC2